ClC=1N=CC2=C(C=CC(=C2C1)C(=C)C)O 3-Chloro-5-(prop-1-en-2-yl)isoquinolin-8-ol